benzyl (2S,3R)-2-((((9H-fluoren-9-yl)methoxy)carbonyl) amino)-3-(4-(tert-butoxy)phenyl)butanoate C1=CC=CC=2C3=CC=CC=C3C(C12)COC(=O)N[C@H](C(=O)OCC1=CC=CC=C1)[C@H](C)C1=CC=C(C=C1)OC(C)(C)C